2-bromocyclohexan-1-one BrC1C(CCCC1)=O